1,3-bis(tert-butylperoxyisopropyl)benzene ethyl-6-((3-(2-((tert-butoxycarbonyl)amino)ethoxy)phenyl)amino)-8-((4-methoxybenzyl)(methyl)amino)imidazo[1,2-b]pyridazine-3-carboxylate C(C)OC(=O)C1=CN=C2N1N=C(C=C2N(C)CC2=CC=C(C=C2)OC)NC2=CC(=CC=C2)OCCNC(=O)OC(C)(C)C.C(C)(C)(C)OOC(C)(C)C2=CC(=CC=C2)C(C)(C)OOC(C)(C)C